N'-((1,4,5,6-tetrahydrocyclopenta[c]pyrazole-3-carbonyl)oxy)-1-(o-tolyl)cyclopropane-1-carboximidamide N1N=C(C2=C1CCC2)C(=O)ON=C(N)C2(CC2)C2=C(C=CC=C2)C